tert-butyl 3-({4-[(2,6-dioxopiperidin-3-yl)carbamoyl]-2-methyl-1H-1,3-benzodiazol-6-yl}oxy)propanoate O=C1NC(CCC1NC(=O)C1=CC(=CC=2NC(=NC21)C)OCCC(=O)OC(C)(C)C)=O